F[C@@H]1C[C@@]2(CCCN2C1)COC=1N=C(C2=C(N1)C[C@]1(OC2)CO[C@H](C2=CC=C(C=C21)N)C)N2CCOCCC2 |o1:18,23| (1S*,4R*)-2'-(((2R,7aS)-2-fluorotetrahydro-1H-pyrrolizin-7a(5H)-yl)methoxy)-1-methyl-4'-(1,4-oxazepan-4-yl)-5',8'-dihydrospiro[isochromane-4,7'-pyrano[4,3-d]pyrimidin]-6-amine